Palladium Tetrakis(triphenylphosphine) palladium(0) [Pd].C1(=CC=CC=C1)P(C1=CC=CC=C1)C1=CC=CC=C1.C1(=CC=CC=C1)P(C1=CC=CC=C1)C1=CC=CC=C1.C1(=CC=CC=C1)P(C1=CC=CC=C1)C1=CC=CC=C1.C1(=CC=CC=C1)P(C1=CC=CC=C1)C1=CC=CC=C1.[Pd]